CC1=CC(=NN1)NC1=NC(=NC2=CC(=CC=C12)C=1C=NC=CC1)NC1CC2CCC(C1)N2CCC#N 3-((3-exo)-3-((4-((5-methyl-1H-pyrazol-3-yl)amino)-7-(pyridin-3-yl)quinazolin-2-yl)amino)-8-azabicyclo[3.2.1]octan-8-yl)propionitrile